C1(=CC=CC=C1)S(=O)(=O)C(C(CCCl)=C)C\C=C(\CCC=C(C)C)/C (E)-1-chloro-7,11-dimethyl-3-methylene-6,10-dodecadien-4-yl phenyl sulfone